FC1=C(C(=C(C(=C1F)F)F)F)[B-](C1=C(C(=C(C(=C1F)F)F)F)F)(C1=C(C(=C(C(=C1F)F)F)F)F)C1=C(C(=C(C(=C1F)F)F)F)F.C[NH3+] methyl-ammonium tetrakis(perfluorophenyl)borate